ClC1=C(C=C(C=C1)F)C1CC(C(C(C1)=O)=CNCCN(C)C)=O 5-(2-chloro-5-fluorophenyl)-2-(((2-(dimethylamino)ethyl)amino)methylene)cyclohexane-1,3-dione